C(C1=CC=CC=C1)ON1[C@@H]2CC[C@H](N(C1=O)C2)C(NS(=O)(=O)C=2C=NC(=CC2)OC)=N (2S,5R)-6-(benzyloxy)-N-((6-methoxypyridin-3-yl)sulfonyl)-7-oxo-1,6-diazabicyclo[3.2.1]octane-2-carboximidamide